C(C)(C)(C)OC(=O)N[C@H](C(=O)OCC)CC(C(NCCC1=CC=CC=C1)=O)C Ethyl (2S)-2-((tert-butoxycarbonyl)amino)-4-methyl-5-oxo-5-(phenethylamino)pentanoate